(R)-1-(4-(3-(4-isobutyl-3-(trifluoromethyl)phenyl)-1,2,4-oxadiazol-5-yl)benzyl)pyrrolidine-3-carboxylic acid C(C(C)C)C1=C(C=C(C=C1)C1=NOC(=N1)C1=CC=C(CN2C[C@@H](CC2)C(=O)O)C=C1)C(F)(F)F